CN1CCN(CC1)C1=CC=C(C=C1)NC1=NC=C(C(=N1)NC1=C(C=CC=C1)NC(C=C)=O)C(=O)NCC1=CC=C(C=C1)OC1=CC=CC=C1 2-{[4-(4-methylpiperazin-1-yl)phenyl]amino}-N-[(4-phenoxyphenyl)methyl]-4-{[2-(prop-2-enamido)phenyl]amino}pyrimidine-5-carboxamide